4-amino-7-{(1R)-1-[1-(2-fluorophenyl)-1H-1,2,3-triazol-4-yl]propyl}-5-[2-(trifluoromethyl)pyrimidin-5-yl]-7H-pyrrolo[2,3-d]pyrimidine-6-carbonitrile NC=1C2=C(N=CN1)N(C(=C2C=2C=NC(=NC2)C(F)(F)F)C#N)[C@H](CC)C=2N=NN(C2)C2=C(C=CC=C2)F